tert-butyl 4-((2-(2-(tert-butoxy)-2-oxoethyl)-3-chlorobenzyl) (methyl) amino)-4-methylpiperidine-1-carboxylate C(C)(C)(C)OC(CC1=C(CN(C2(CCN(CC2)C(=O)OC(C)(C)C)C)C)C=CC=C1Cl)=O